α-phenylbutyramide C1(=CC=CC=C1)C(C(=O)N)CC